1-(5-(2-(Ethylamino)pyrimidin-4-yl)-4-methylthiazol-2-yl)-3-(4-((4-methylpiperidin-1-yl)methyl)-3-(trifluoromethyl)phenyl)urea C(C)NC1=NC=CC(=N1)C1=C(N=C(S1)NC(=O)NC1=CC(=C(C=C1)CN1CCC(CC1)C)C(F)(F)F)C